C(C1=CC=CC=C1)OC=1C=C2C=CC(=CC2=C(C1N1S(NC(C1)=O)(=O)=O)F)C=1C=NN(C1)CCC=O 3-[4-[6-benzyloxy-8-fluoro-7-(1,1,4-trioxo-1,2,5-thiadiazolidin-2-yl)-2-naphthyl]pyrazol-1-yl]propanal